(S)-6-(4-(3-(6-methylpyridin-3-yl)isoxazolidin-2-carbonyl)piperidin-1-yl)pyrimidine-4-carbonitrile CC1=CC=C(C=N1)[C@H]1N(OCC1)C(=O)C1CCN(CC1)C1=CC(=NC=N1)C#N